The molecule is a N-octadecenolsphingosine-1-phosphocholine in which the acyl group specified is 9Z-octadecenoyl. It has a role as a mouse metabolite. It derives from an oleic acid. CCCCCCCCCCCCC/C=C/[C@H]([C@H](COP(=O)([O-])OCC[N+](C)(C)C)NC(=O)CCCCCCC/C=C\\CCCCCCCC)O